O[C@H]1[C@H](C2=CC=CC=C2C1)NC1=C(C(OC(=C1)C(=O)NC=1SC(=NN1)N1N=CC=C1C)=O)OC 4-(((1S,2R)-2-hydroxy-2,3-dihydro-1H-inden-1-yl)amino)-3-methoxy-N-(5-(5-methyl-1H-pyrazol-1-yl)-1,3,4-thiadiazol-2-yl)-2-oxo-2H-pyran-6-carboxamide